2-[6-(1-methylcyclopropoxy)-1,5-naphthyridin-4-yl]-1H,5H,6H,7H-pyrrolo[3,2-c]Pyridin-4-one CC1(CC1)OC=1N=C2C(=CC=NC2=CC1)C1=CC=2C(NCCC2N1)=O